CN1C2=C(N(C3=C(C1=O)C=CC=C3)C)N=C(N=C2)NC2=C(C=C(C(=O)O)C=C2)OC 4-((5,11-dimethyl-6-oxo-6,11-dihydro-5H-benzo[e]pyrimido[5,4-B][1,4]diazepin-2-yl)amino)-3-methoxybenzoic acid